N,N'-di(naphthalen-2-yl)-N,N'-di(phenyl)biphenyl-4,4'-diamine C1=C(C=CC2=CC=CC=C12)N(C1=CC=C(C=C1)C1=CC=C(C=C1)N(C1=CC=CC=C1)C1=CC2=CC=CC=C2C=C1)C1=CC=CC=C1